tert-Butyl (2S,5R)-5-ethyl-2-methyl-4-(4-(trifluoromethyl)benzyl)piperazine-1-carboxylate C(C)[C@H]1N(C[C@@H](N(C1)C(=O)OC(C)(C)C)C)CC1=CC=C(C=C1)C(F)(F)F